N-(4-cyclohexylphenyl)naphthalen-2-amine C1(CCCCC1)C1=CC=C(C=C1)NC1=CC2=CC=CC=C2C=C1